C(C1=CC=CC=C1)N(C(=O)NCC1=C(N=NN1C)C1=CC=C(C=C1)O)C 1-benzyl-3-((4-(4-hydroxyphenyl)-1-methyl-1H-1,2,3-triazol-5-yl)methyl)-1-methylurea